FC1=C(C=C(C=C1)CC1=NNC(C2=CC=CC=C12)=O)C1=CC2=C(NC(=N2)NC(OC2CCCC2)=O)C=C1 Cyclopentyl (5-(2-fluoro-5-((4-oxo-3,4-dihydrophthalazin-1-yl)methyl)phenyl)-1H-benzoimidazol-2-yl)carbamate